C(C1=CC=CC=C1)N1CCC(CC1)CCNC(=O)N1[C@@H](CN(C[C@H]1C)C=1C=NC(=NC1)C#N)C (2R,6R)-N-[2-(1-benzylpiperidin-4-yl)ethyl]-4-(2-cyanopyrimidin-5-yl)-2,6-dimethylpiperazine-1-carboxamide